OCCOC(C=C)=O (2-hydroxyethyl)-Acrylat